methyl (2S,3S,4S,SR)-3-(5-deuterio-3,4-difluoro-2-methoxy-phenyl)-4,5-dimethyl-5-(trifluoromethyl)tetrahydrofuran-2-carboxylate [2H]C=1C(=C(C(=C(C1)[C@H]1[C@H](O[C@@]([C@H]1C)(C(F)(F)F)C)C(=O)OC)OC)F)F |&1:10|